6-hydroxy-8-benzyl-8-azabicyclo[3.2.1]octan-3-one OC1C2CC(CC(C1)N2CC2=CC=CC=C2)=O